N-(5,6-dichloro-9-(1H-pyrazol-4-yl)-2,3-dihydro-1H-pyrrolo[1,2-a]indol-1-yl)-3-methoxypropanamide ClC1=C(C=CC=2C(=C3N(C12)CCC3NC(CCOC)=O)C=3C=NNC3)Cl